α,β-dihydroresveratrol C1=CC(=CC=C1CCC2=CC(=CC(=C2)O)O)O